N-[(6S)-4-[7-(8-ethynyl-7-fluoro-3-hydroxynaphthalen-1-yl)-8-fluoro-2-{[1-(morpholin-4-ylmethyl)cyclopropyl]methoxy}pyrido[4,3-d]pyrimidin-4-yl]-1,4-oxazepan-6-yl]prop-2-enamide C(#C)C=1C(=CC=C2C=C(C=C(C12)C1=C(C=2N=C(N=C(C2C=N1)N1CCOC[C@H](C1)NC(C=C)=O)OCC1(CC1)CN1CCOCC1)F)O)F